2,5-difluoro-4-nitro-phenol FC1=C(C=C(C(=C1)[N+](=O)[O-])F)O